OCC=1N=C2C(=NC1N1C3CN(CC1CC3)C(=O)OC(C)(C)C)N(N=C2I)COCC[Si](C)(C)C tert-butyl 8-[5-(hydroxymethyl)-3-iodo-1-{[2-(trimethylsilyl)ethoxy]methyl}-1H-pyrazolo[3,4-b]pyrazin-6-yl]-3,8-diazabicyclo[3.2.1]octane-3-carboxylate